tert-butyl 4-(2-(2,6-dioxopiperidin-3-yl)-1-oxoisoindolin-5-yl)piperidine-1-carboxylate O=C1NC(CCC1N1C(C2=CC=C(C=C2C1)C1CCN(CC1)C(=O)OC(C)(C)C)=O)=O